C(C)(C)C1=CC=C(C2=CC(=C(C2=C1)C)N1C=C(C2=CC=CC=C12)C=O)C 1-(7-isopropyl-1,4-dimethylazulen-2-yl)-1H-indole-3-carbaldehyde